C(CCCCCN=C1CC(NC(C1)(C)C)(C)C)N=C1CC(NC(C1)(C)C)(C)C N,N'-(hexane-1,6-diyl)bis(2,2,6,6-tetra-methylpiperidin-4-imine)